(2,6-dimethyl-4-(3-(4-(S-methylsulfonyl)phenyl)-1H-pyrrolo[2,3-b]pyridin-5-yl)phenyl)morpholine CC1=C(C(=CC(=C1)C=1C=C2C(=NC1)NC=C2C2=CC=C(C=C2)S(=O)(=O)C)C)N2CCOCC2